4-[(1E)-2-{6-[Bis(3-methylphenyl)amino]naphthalen-2-yl}ethenyl]-1-{2-hydroxy-3-[(2-hydroxyethyl)dimethylazaniumyl]propyl}pyridin-1-ium dibromide [Br-].[Br-].CC=1C=C(C=CC1)N(C=1C=C2C=CC(=CC2=CC1)/C=C/C1=CC=[N+](C=C1)CC(C[N+](C)(C)CCO)O)C1=CC(=CC=C1)C